2-benzyl-1-methyl-4-oxopiperidin-1-ium C(C1=CC=CC=C1)C1[NH+](CCC(C1)=O)C